N-(4-aminobutyl)ferroceneformamide NCCCCNC(=O)[C-]1C=CC=C1.[CH-]1C=CC=C1.[Fe+2]